2-(2,7-diazaspiro[3.5]nonan-7-yl)propane-1,3-diol C1NCC12CCN(CC2)C(CO)CO